ClC1=CC=C(C=C1)S(=O)(=O)C1=C(C(=C(C(=O)N)C=C1)F)C1CN(CC1)C1=CC(=C(C=C1)Cl)Cl ((4-chlorophenyl)sulfonyl)-3-(1-(3,4-dichlorophenyl)pyrrolidin-3-yl)-2-fluorobenzamide